[O-]S(=O)(=O)C(F)(F)F.C(C)[N+]1=C(C=CC=C1)CCC 1-Ethyl-2-propylpyridinium triflat